(3r,4r)-4-(4-chloro-2-fluoro-anilino)-3-methyl-piperidine-1-carboxylic acid tert-butyl ester C(C)(C)(C)OC(=O)N1C[C@H]([C@@H](CC1)NC1=C(C=C(C=C1)Cl)F)C